[N-]=[N+]=[N-].O1C(=O)C=CC2=CC=CC=C12.O1C(=O)C=CC2=CC=CC=C12 di-coumarin azide